O=C1N(C(CC1)=O)OC([C@@](N)(CC(N)=O)C(=O)OC(C)(C)C)=O 2-(tert-Butoxycarbonyl)-L-asparagin-2,5-dioxopyrrolidin-1-yl ester